hexyl-3-methylimidazole C(CCCCC)C1=NC=CN1C